COCCCOC1=C(OC2=C(C1=O)C=CC=C2)C2=CC=C(C=C2)F 3-(3-methoxypropoxy)-2-(4-fluorophenyl)-4H-1-benzopyran-4-one